BrC1=CC=C(C=C1)OC(=C(F)F)F 1-bromo-4-(trifluorovinyloxy)benzene